The molecule is a phosphatidylcholine 38:6 in which the acyl groups specified at positions 1 and 2 are (5Z,8Z,11Z,14Z)-eicosatetraenoyl and (9Z,12Z)-octadecadienoyl respectively. It derives from an arachidonic acid and a linoleic acid. CCCCC/C=C\\C/C=C\\CCCCCCCC(=O)O[C@H](COC(=O)CCC/C=C\\C/C=C\\C/C=C\\C/C=C\\CCCCC)COP(=O)([O-])OCC[N+](C)(C)C